C(C)(=O)OCCCCCCCCCCC[Si](Cl)(Cl)Cl 11-acetoxyundecyltrichlorosilane